ethyl (3S,3aS,6aR)-2-[(2S)-2-(2,2-difluoropropanoylamino)-3-methyl-butanoyl]-3,3a,4,5,6,6a-hexahydro-1H-cyclopenta[c]pyrrole-3-carboxylate FC(C(=O)N[C@H](C(=O)N1C[C@H]2[C@@H]([C@H]1C(=O)OCC)CCC2)C(C)C)(C)F